ClC1=C2OC=3C=C(C=CC3C(C2=CC=C1)=O)N1CC(CC1)C(=O)O 1-(5-chloro-9-oxo-xanthen-3-yl)pyrrolidine-3-carboxic acid